FC(OC1=CC=C(C=C1)C=1C(NC=C2C1N=C(N=C2)NCC)=O)F 8-(4-(difluoromethoxy)phenyl)-2-(ethylamino)pyrido[4,3-d]pyrimidin-7(6H)-one